C1=CC=CC=2C3=CC=CC=C3C(C12)COC(=O)N1S(OC[C@H](C1)C(=O)OCC1=CC=CC=C1)(=O)=O benzyl (5S)-3-(9-fluorenyl)methoxycarbonyl-2,2-dioxo-1,2,3-oxathiazinane-5-carboxylate